C1(=C(C(=CC(=C1)C)C)P(C1=C(C=C(C=C1C)C)C)C1=C(C=C(C=C1C)C)C)C trimesitylphosphine